ONC(C1=CC=C(C=C1)NC(CC1=CNC2=CC=C(C=C12)C1=CC(=CC=C1)C(F)(F)F)=O)=O N-hydroxy-4-(2-(5-(3-trifluoromethylphenyl)-1H-indol-3-yl)acetamido)benzamide